(R)-3-(1-amino-2-methylpropyl)-5-fluoropyridin-2-ol N[C@H](C(C)C)C=1C(=NC=C(C1)F)O